C(C(=C)C)(=O)OO hydroxyl (methacrylate)